C1(=CC=CC=C1)C(=[15N]CCC1=NN(C=C1)C1=CC=CC=C1)C1=CC=CC=C1 1,1-diphenyl-N-(2-(1-phenyl-1H-pyrazol-3-yl)ethyl)methanimine-15N